COC1=NC=C(C(=N1)OC)C=1C=C(C=2N(N1)C=CN2)N2CC1(C2)CCC1 6-(2,4-dimethoxypyrimidin-5-yl)-8-(2-azaspiro[3.3]heptan-2-yl)imidazo[1,2-b]pyridazine